(5-chloro-1H-pyrrolo[2,3-c]pyridin-3-yl)(2,6-difluoro-3,5-dimethoxyphenyl)methanone ClC=1C=C2C(=CN1)NC=C2C(=O)C2=C(C(=CC(=C2F)OC)OC)F